(R)-N-((R)-1-(3,6-dimethyl-2-(1-methyl-1H-pyrazol-3-yl)-4-oxo-3,4-dihydroquinazolin-8-yl)ethyl)-2-methylpropane-2-sulfinamide CN1C(=NC2=C(C=C(C=C2C1=O)C)[C@@H](C)N[S@](=O)C(C)(C)C)C1=NN(C=C1)C